7-((2-((tert-butyldiphenylsilyl)oxy)ethyl)sulfonyl)-2-(3-((R)-3-methoxy-2-methyl-3-oxopropyl)phenyl)-2,6,6-trimethylheptanoic acid [Si](C1=CC=CC=C1)(C1=CC=CC=C1)(C(C)(C)C)OCCS(=O)(=O)CC(CCCC(C(=O)O)(C)C1=CC(=CC=C1)C[C@H](C(=O)OC)C)(C)C